COC1=C(C=CC=C1)N1C(=CC=C1)P(C1CCCCC1)C1CCCCC1 1-(2-Methoxyphenyl)-2-(dicyclohexylphosphino)pyrrole